O1CCN(CC1)C(CC1=NSC(=N1)NC(=O)C=1OC=C(C1)C1=CC(=CC=C1)OC)C N-(3-(2-Morpholinopropyl)-1,2,4-thiadiazol-5-yl)-4-(3-methoxyphenyl)furan-2-carboxamide